FC(C1=CC(=CC=2N=C(OC21)C=2C=C(C=CC2)C2=C(C=C(C=C2)F)C2=NN=CN2C)CN[C@H]2[C@H](CCC2)O)F (1S,2R)-2-(((7-(Difluoromethyl)-2-(4'-fluoro-2'-(4-methyl-4H-1,2,4-triazol-3-yl)-[1,1'-biphenyl]-3-yl)benzo[d]oxazol-5-yl)methyl)amino)cyclopentan-1-ol